S1C(=NC2=C1C=CC=C2)C(C)(C)N 2-(benzo[d]thiazol-2-yl)propan-2-amine